FC1=C(C(=O)N([C@H]2CNCCC2)C2=NC=CC3=CC=CC(=C23)C)C=CC(=C1)NC1=NC=CC(=N1)N1CCCCC1 (R)-2-fluoro-N-(8-methylisoquinolin-1-yl)-4-((4-(piperidin-1-yl)pyrimidin-2-yl)amino)-N-(piperidin-3-yl)benzamide